C1(CC1)CC#CC=1C=C(OC=2C(=NSN2)C(=O)O)C=CC1 4-(3-(3-cyclopropylprop-1-ynyl)phenoxy)-1,2,5-thiadiazole-3-carboxylic acid